Cl.N1=CC=C(C=C1)C=1C(=NN2C1CNCC2)C=2C=CC1=C(NN=N1)C2 6-[3-(pyridin-4-yl)-4,5,6,7-tetrahydropyrazolo[1,5-a]pyrazin-2-yl]-1H-benzotriazole hydrochloride